6-((1-(3-aminophenyl)-1H-indazol-6-yl)sulfonyl)-4-((3-methoxyphenyl)amino)-8-methylquinoline-3-carboxamide NC=1C=C(C=CC1)N1N=CC2=CC=C(C=C12)S(=O)(=O)C=1C=C2C(=C(C=NC2=C(C1)C)C(=O)N)NC1=CC(=CC=C1)OC